CC1(NCCC(C1)CN1CCS(CC1)(=O)=O)C 4-((2,2-dimethylpiperidin-4-yl)methyl)thiomorpholine 1,1-dioxide